Cl.NC/C(/CS(=O)(=O)C=1C=C(C#N)C=CC1)=C\F (E)-3-((2-(aminomethyl)-3-fluoroallyl)sulfonyl)benzonitrile hydrochloride